Disodium Undecylenoyl Glutamate N[C@@H](CCC(=O)[O-])C(=O)OC(CCCCCCCCC=C)=O.[Na+].[Na+].C(CCCCCCCCC=C)(=O)OC([C@@H](N)CCC(=O)[O-])=O